3-(8-((1-Benzylazetidin-3-yl)methyl)-5-oxopyrrolo[2,3,4-de]quinolin-4(5H)-yl)piperidine-2,6-dione C(C1=CC=CC=C1)N1CC(C1)CC1=CC=C2C=3C(=CC=NC13)N(C2=O)C2C(NC(CC2)=O)=O